2-bromo-3-(4-hydroxypiperidinyl)naphthoquinone BrC=1C(C2=CC=CC=C2C(C1N1CCC(CC1)O)=O)=O